2-(((1-cyanocyclopentyl)acetyl)amino)-2-(4-methoxyphenyl)-N-(4-(trimethylsilyl)phenyl)acetamide C(#N)C1(CCCC1)CC(=O)NC(C(=O)NC1=CC=C(C=C1)[Si](C)(C)C)C1=CC=C(C=C1)OC